phenyl (R)-(4-(7-cyclopropyl-5-(1-methyl-1,2,3,4-tetrahydroisoquinoline-2-carbonyl)-2H-pyrazolo[4,3-b]pyridin-2-yl)-3-fluorophenyl)carbamate C1(CC1)C=1C=2C(N=C(C1)C(=O)N1[C@@H](C3=CC=CC=C3CC1)C)=CN(N2)C2=C(C=C(C=C2)NC(OC2=CC=CC=C2)=O)F